methyl 1-isopropyl-3-methylpyrrolo[2,3-b]pyridine-5-carboxylate C(C)(C)N1C=C(C=2C1=NC=C(C2)C(=O)OC)C